SCC(CS)SCSC(CS)CS 2,6-bis(mercaptomethyl)-3,5-dithiaheptane-1,7-dithiol